N-ethyl-N-(trifluoro-sulfanyl)ethanamine C(C)N(CC)S(F)(F)F